ClC=1C=CC(=C(C1)C1=C2C(N(C=C1)CC1=CC=C(C=C1)OC)CCO2)N2N=NC(=C2)C(F)(F)F 7-(5-chloro-2-(4-trifluoromethyl-1H-1,2,3-triazol-1-yl)phenyl)-4-(4-methoxybenzyl)-2,3-dihydrofuro[3,2-b]pyridin